[Si](C)(C)(C(C)(C)C)C1(COC(=O)C2NC(C2)=O)CC=CC=C1 1-[tert-butyl (dimethyl) silyl]Benzyl-4-oxoazetidine-2-carboxylate